BrC=1C=C(SC1)C(C)=NS(=O)C(C)(C)C N-(1-(4-bromothiophen-2-yl)ethylidene)-2-methylpropan-2-sulfinamide